N([C@@H](CCCNC(N)=N)C(=O)O)C(C(=O)O)CC(=O)O.N([C@@H](CCCNC(N)=N)C(=O)O)C(C(=O)O)CC(=O)O argininosuccinic acid (argininosuccinate)